CC(C[C@@H](C(=O)N1CCC2(OCC(CO2)CN2CCC(CC2)C)CC1)N1C([C@@H](NCC1)CC(C)C)=O)C (S)-1-[(S)-3-Methyl-1-({3-[(4-methyl-1-piperidyl)methyl]-1,5-dioxa-9-aza-9-spiro[5.5]undecyl}carbonyl)butyl]-3-isobutyl-2-piperazinone